COC(C(C(C(=O)OC)=O)Cl)=O 2-chloro-3-oxosuccinic acid dimethyl ester